5-(2,3,4-trihydroxybutoxy)-1,6-naphthyridin-4(1H)-one OC(COC1=C2C(C=CNC2=CC=N1)=O)C(CO)O